COC(C1=C(C=C(C(=C1)F)C1=CC=CC=2CN(COC21)C(C2=C(C=C(C=C2Cl)F)Cl)=O)O)=O 4-[3-(2,6-dichloro-4-fluorobenzoyl)-2,4-dihydro-1,3-benzoxazin-8-yl]-5-fluoro-2-hydroxybenzoic acid methyl ester